The molecule is a camphene (2,2-dimethyl-3-methylenebicyclo[2.2.1]heptane) that has R configuration at position 1 and S configuration at position 4. It is an enantiomer of a (-)-camphene. CC1([C@@H]2CC[C@@H](C2)C1=C)C